(S)-5-((1-hydroxypropan-2-yl)amino)-2-(4-methoxybenzyl)-4-(trifluoromethyl)pyridazin-3(2H)-one OC[C@H](C)NC1=C(C(N(N=C1)CC1=CC=C(C=C1)OC)=O)C(F)(F)F